C[C@@H]1CC2=CC=3CCCC3C(=C21)NC(=O)N=[S@@](=O)(N)C=2C=NN1C2OCCC1 (S)-N'-(((R)-2-methyl-2,4,5,6-tetrahydro-1H-cyclobuta[f]inden-3-yl)carbamoyl)-6,7-dihydro-5H-pyrazolo[5,1-b][1,3]oxazine-3-sulfonimidamide